5-iodo-4-nitro-1-((2-(trimethylsilyl)ethoxy)methyl)-1H-pyrazole IC1=C(C=NN1COCC[Si](C)(C)C)[N+](=O)[O-]